O1C=CC=CS1 6-thiapyran